CC1(CCC2=C(N=C(S2)CO)C1)C (5,5-dimethyl-6,7-dihydro-4H-1,3-benzothiazol-2-yl)methanol